N-methoxy-N-methyl-3-(2,2,2-trifluoroethyl)-cyclobutanecarboxamide CON(C(=O)C1CC(C1)CC(F)(F)F)C